C(#N)C=1C=C2C(=NC1)N(C=N2)[C@@H]2C[C@@H](CCC2)NC(OC(C)(C)C)=O tert-Butyl ((1R,3S)-3-(6-cyano-3H-imidazo[4,5-b]pyridin-3-yl)cyclohexyl)carbamate